FC(C1=C(C=C2CCCN(C2=C1)C1=NN(C2=C1CN(CC2)C(C)=O)C2CCC(CC2)CO)C=2C=NN(C2)C)F 1-[3-[7-(difluoromethyl)-6-(1-methylpyrazol-4-yl)-3,4-dihydro-2H-quinolin-1-yl]-1-[4-(hydroxymethyl)cyclohexyl]-6,7-dihydro-4H-pyrazolo[4,3-c]pyridin-5-yl]ethanone